(E)-3-(2-(1-oxo-1,2,3,4-tetrahydroisoquinolin-6-yl)vinyl)isonicotinic acid O=C1NCCC2=CC(=CC=C12)/C=C/C1=C(C(=O)O)C=CN=C1